O[C@@H]1[C@H](O)[C@@H](O)[C@@H](O)[C@H](O1)CO α-galactopyranose